C(#N)C1=CC(=C(OCC=2C=C(C=CC2)C=2CCN(CC2)CC2=NC3=C(N2C[C@H]2OCC2)C=C(C=C3)C(=O)O)C=C1)F (S)-2-((4-(3-((4-cyano-2-fluorophenoxy)methyl)phenyl)-3,6-dihydropyridin-1(2H)-yl)methyl)-1-(oxetan-2-ylmethyl)-1H-benzo[d]imidazole-6-carboxylic acid